6-(5-chloropyridin-2-yl)-2-(spiro[cyclohexane-1,9'-fluoren]-2'-yl)pyrimidin-4(1H)-one ClC=1C=CC(=NC1)C1=CC(N=C(N1)C1=CC=2C3(C4=CC=CC=C4C2C=C1)CCCCC3)=O